ClC1=C(C(=CC(=C1)C(F)(F)F)Cl)NC=1C=CC(=C(C1)CC(=O)NCC(C)(C)O)F 2-[5-(2,6-dichloro-4-trifluoromethyl-phenylamino)-2-fluoro-phenyl]-N-(2-hydroxy-2-methyl-propyl)acetamide